1,10-bis(cyclohexylsulfonyl-diazomethylsulfonyl)decane methyl-2-(4-((2H-tetrazol-1-yl)methyl)phenyl)acetate COC(CC1=CC=C(C=C1)CN1NNN=C1)=O.C1(CCCCC1)S(=O)(=O)C(S(=O)(=O)CCCCCCCCCCS(=O)(=O)C(=[N+]=[N-])S(=O)(=O)C1CCCCC1)=[N+]=[N-]